O=C1NC(CCC1N1C(C2=CC=C(C=C2C1=O)N1CCN(CC1)C=1N=CC(=NC1)C(=O)O)=O)=O 5-{4-[2-(2,6-dioxopiperidin-3-yl)-1,3-dioxoisoindol-5-yl]piperazin-1-yl}pyrazine-2-carboxylic acid